Bis(3-hydroxypropyl)isobutylphosphine OCCCP(CC(C)C)CCCO